FC(OC1=NC=CC=C1B(O)O)F (2-(difluoromethoxy)pyridin-3-yl)boronic acid